6-[(Cyclohexylcarbamoyl)amino]hexanoic acid C1(CCCCC1)NC(=O)NCCCCCC(=O)O